2-(1-(4-chlorophenyl)vinyl)-N-methylaniline ClC1=CC=C(C=C1)C(=C)C1=C(NC)C=CC=C1